benzyl 4-(5-(benzyloxy)-1-(4-fluorophenyl)-2-(1-methoxy-2-methylpropan-2-yl)-1H-indol-3-yl)benzoate C(C1=CC=CC=C1)OC=1C=C2C(=C(N(C2=CC1)C1=CC=C(C=C1)F)C(COC)(C)C)C1=CC=C(C(=O)OCC2=CC=CC=C2)C=C1